2-({3',5'-dichloro-2'-[(pyridine-3-sulfonyl)amino][1,1'-biphenyl]-4-yl}oxy)-2-methylpropanoic acid ClC=1C(=C(C=C(C1)Cl)C1=CC=C(C=C1)OC(C(=O)O)(C)C)NS(=O)(=O)C=1C=NC=CC1